[Na].CN1N=C(C(=C1)N(S(=O)(=O)NC(=O)NC1=C2CCCC2=CC=2CCCC12)C1CCOCC1)C 1-[(1,3-dimethyl-1H-pyrazol-4-yl)(oxan-4-yl)sulfamoyl]-3-(1,2,3,5,6,7-hexahydro-s-indacen-4-yl)urea Sodium Salt